1-((3S,4S)-1-acetyl-3-fluoropiperidin-4-yl)-4-chloro-N-(3-fluoro-5-(phenylethynyl)pyridin-2-yl)-1H-pyrazole-5-carboxamide C(C)(=O)N1C[C@@H]([C@H](CC1)N1N=CC(=C1C(=O)NC1=NC=C(C=C1F)C#CC1=CC=CC=C1)Cl)F